Lithium (2R,5S,13aR)-7,9-dioxo-10-((2,4,6-trifluorobenzyl) carbamoyl)-2,3,4,5,7,9,13,13a-octahydro-2,5-methanopyrido[1',2':4,5]pyrazino[2,1-b][1,3]oxazepin-8-olate O=C1C=2N(C[C@H]3O[C@@H]4CC[C@H](N31)C4)C=C(C(C2[O-])=O)C(NCC2=C(C=C(C=C2F)F)F)=O.[Li+]